5-(4-(6-nitroindolin-1-yl)-4-oxobutyl)thiophene-2-carboxylic acid [N+](=O)([O-])C1=CC=C2CCN(C2=C1)C(CCCC1=CC=C(S1)C(=O)O)=O